N-methyl-1-(4-(6-(2-(4-(4-(trifluoromethoxy)phenyl)piperazin-1-yl)acetamido)pyridazin-3-yl)butyl)-1H-1,2,3-triazole-4-carboxamide CNC(=O)C=1N=NN(C1)CCCCC=1N=NC(=CC1)NC(CN1CCN(CC1)C1=CC=C(C=C1)OC(F)(F)F)=O